7-cyclopentyl-2-[5-((R)-3-methyl-piperazin-1-yl)-pyridin-2-ylamino]-7H-pyrrolo[2,3-d]pyrimidine-6-carboxylic acid C1(CCCC1)N1C(=CC2=C1N=C(N=C2)NC2=NC=C(C=C2)N2C[C@H](NCC2)C)C(=O)O